tert-butyl (S)-2-((2-(6-(2-ethyl-5-fluoro-4-hydroxyphenyl)-1H-indazol-3-yl)-1,4,6,7-tetrahydro-5H-imidazo[4,5-c]pyridin-5-yl)methyl)pyrrolidine-1-carboxylate C(C)C1=C(C=C(C(=C1)O)F)C1=CC=C2C(=NNC2=C1)C=1NC2=C(CN(CC2)C[C@H]2N(CCC2)C(=O)OC(C)(C)C)N1